O[C@H]1C[C@@H](N(C1)C(=O)OCCCC)C butyl (2S,4S)-4-hydroxy-2-methylpyrrolidine-1-carboxylate